NC1=C(C=C(C=N1)NC(C(=O)N1C(CCC(C1)C)C=1C=CC2=C(N=C(S2)C)C1)=O)C1CC1 N-(6-amino-5-cyclopropyl-3-pyridyl)-2-[5-methyl-2-(2-methyl-1,3-benzothiazol-5-yl)-1-piperidyl]-2-oxo-acetamide